N-isopentylaminosulfonic acid sodium salt [Na+].C(CC(C)C)NS(=O)(=O)[O-]